ClC1=C(C=C(C=C1)F)C1N(C(C=2N3C(C=C(C21)NC(C2=CC(=CC(=C2)F)C(F)(F)F)=O)=CN=C3)=O)CC3=CC=C(C=C3)OC N-[6-(2-chloro-5-fluorophenyl)-7-[(4-methoxyphenyl)methyl]-8-oxo-7,8-dihydro-6H-pyrrolo[4,3-b]imidazo[4,3-f]pyridin-5-yl]-5-fluoro-3-(trifluoromethyl)benzamide